FC=1C(=CC(=C(C1)N1C(C=CC2=CC(=CC=C12)S(=O)(=O)N(C=1OC=CN1)CC1=CC=C(C=C1)OC)=O)OC)C1CC(C1)C(F)(F)F (P)-1-(5-fluoro-2-methoxy-4-(3-(trifluoromethyl)cyclobutyl)phenyl)-N-(4-methoxybenzyl)-N-(oxazol-2-yl)-2-oxo-1,2-dihydroquinoline-6-sulfonamide